(2RS)-2-(6-bromo-7-methyl-1-oxo-isoindolin-2-yl)-2-(5-fluoro-2-methoxy-phenyl)acetic acid methyl ester COC([C@@H](C1=C(C=CC(=C1)F)OC)N1C(C2=C(C(=CC=C2C1)Br)C)=O)=O |r|